O=C(CCC=1N=C(N(C1)C1=CC=CC=C1)C1=C(C(=O)N)C=CC=C1C=1C(=NN(C1)COCC[Si](C)(C)C)C(F)(F)F)NC1=CC=CC=C1 (4-(3-oxo-3-(phenylamino)propyl)-1-phenyl-1H-imidazol-2-yl)-3-(3-(trifluoromethyl)-1-((2-(trimethylsilyl)ethoxy)methyl)-1H-pyrazol-4-yl)benzamide